O1C(=CC=C1)C=1C=C(C=C(C1)C(F)(F)F)C=1C=C2CCN(C(C2=CC1)=O)C=1C=CC(=C(C1)NS(=O)(=O)C)OCOCCOC N-(5-(6-(3-(furan-2-yl)-5-(trifluoromethyl)phenyl)-1-oxo-3,4-dihydroisoquinolin-2(1H)-yl)-2-((2-methoxyethoxy)methoxy)phenyl)methanesulfonamide